ClC1=C(N=C2N(C1=O)C=C(N=C2C2=C(C=C(C=C2)OC)F)[C@@H]2C[C@H](OCC2)C=2C=NN(C2)C2CC2)C 3-chloro-7-((2S,4S)-2-(1-cyclopropyl-1H-pyrazol-4-yl)tetrahydro-2H-pyran-4-yl)-9-(2-fluoro-4-methoxyphenyl)-2-methyl-4H-pyrazino[1,2-a]pyrimidin-4-one